[C@@H]1([C@@H](O)[C@H](O)[C@H](O)[C@@H](O1)C)OCCNC(=O)[C@H]1CNC[C@H](C1)C(=O)NCCO[C@H]1[C@@H](O)[C@H](O)[C@H](O)[C@@H](O1)C (3R,5S)-N3,N5-bis{2-[(α-L-Fucopyranosyl)oxy]ethyl}piperidine-3,5-dicarboxamide